2-(4-(1-Aminocyclobutyl)phenyl)-3-phenylimidazo[1,2-b]pyridazine-6-carboxamide NC1(CCC1)C1=CC=C(C=C1)C=1N=C2N(N=C(C=C2)C(=O)N)C1C1=CC=CC=C1